3-[[4-(2,6-dimethylphenyl)-6-[(2R)-2-[(3-isopropoxycyclobutyl)amino]-4-methyl-pentoxy]pyrimidin-2-yl]sulfamoyl]benzoic acid CC1=C(C(=CC=C1)C)C1=NC(=NC(=C1)OC[C@@H](CC(C)C)NC1CC(C1)OC(C)C)NS(=O)(=O)C=1C=C(C(=O)O)C=CC1